5-{5-[(5-methoxypyridin-2-yl)methoxy]-1,3-benzoxazol-2-yl}pyridine-3-carbaldehyde COC=1C=CC(=NC1)COC=1C=CC2=C(N=C(O2)C=2C=C(C=NC2)C=O)C1